(E)-3-(naphthalen-2-yl)-N-(2-oxo-2-((pyridin-4-ylmethyl)amino)ethyl)acrylamide C1=C(C=CC2=CC=CC=C12)/C=C/C(=O)NCC(NCC1=CC=NC=C1)=O